NC1=NC=C(C2=C1COC2)NC(C(=O)N2C(CC[C@@H](C2)C)C2=CC1=C(OC3(CC3)C(N1)=O)C=C2)=O N-(4-amino-1,3-dihydrofuro[3,4-c]pyridin-7-yl)-2-((5S)-5-methyl-2-(3-oxo-3,4-dihydrospiro[benzo[b][1,4]oxazine-2,1'-cyclopropan]-6-yl)piperidin-1-yl)-2-oxoacetamide